FC(C(=O)NCCCC(CO)(CO)CCCNC(C(F)(F)F)=O)(F)F 2,2-bis-(3-trifluoroacetylaminopropyl)-1,3-propanediol